C(#N)C1=C(C=C(C2=C1CCO2)C2=CC=C(C=C2)OC(F)(F)F)NCC(C(=O)NO)=C 2-[[[4-cyano-7-[4-(trifluoromethoxy)phenyl]-2,3-dihydrobenzofuran-5-yl]amino]methyl]prop-2-enehydroxamic acid